3-bromo-2-fluoro-N,N-bis[(4-methoxyphenyl)methyl]aniline BrC=1C(=C(N(CC2=CC=C(C=C2)OC)CC2=CC=C(C=C2)OC)C=CC1)F